CC1(C2=C(NC(O1)=O)N=CN=C2)C 4,4-dimethyl-1,4-dihydro-2H-pyrimido[4,5-d][1,3]oxazin-2-one